ClC=1N=C(C2=C(N1)CCN(C2)C2=CC(=CC=C2)F)NC(CN2CCCCC2)C=2C=NN(C2)C 2-chloro-6-(3-fluorophenyl)-N-(1-(1-methyl-1H-pyrazol-4-yl)-2-(piperidin-1-yl)ethyl)-5,6,7,8-tetrahydropyrido[4,3-d]pyrimidin-4-amine